FC1(CCC(CC1)C(N)=S)F 4,4-Difluorocyclohexanethiocarboxamide